2-(2-ethoxypyridin-3-yl)-1'-[6-methoxy-2-(trifluoromethyl)pyridine-3-carbonyl]-7-pyrrolidin-3-ylspiro[6H-1,7-naphthyridine-5,4'-piperidine]-8-one C(C)OC1=NC=CC=C1C1=NC=2C(N(CC3(CCN(CC3)C(=O)C=3C(=NC(=CC3)OC)C(F)(F)F)C2C=C1)C1CNCC1)=O